C(C)OC(=O)C=1C(=NC(=NC1N1N=CC=C1)SC)C=O.OC1=C(C=NC=C1)C(C)=O 1-(4-hydroxypyridin-3-yl)ethanone ethyl-4-formyl-2-(methylthio)-6-(1H-pyrazol-1-yl)pyrimidine-5-carboxylate